C(#N)C(COOCC)[N-]C1CC1 N-(1-cyano-2-ethylperoxyethyl)cyclopropylamide